BrC=1C(=C(C=C2C(=NN(C12)C)I)[N+](=O)[O-])C(=O)C1=C(C=CC(=C1)F)Cl (7-bromo-3-iodo-1-methyl-5-nitro-1H-indazol-6-yl)(2-chloro-5-fluorophenyl)methanone